FC=1C=C2C(=NN(C2=CC1F)C1OCCCC1)C1=CC=C2C(=N1)C(N(C2=O)CC2=CC=C(C=C2)OC)C 2-[5,6-difluoro-1-(oxan-2-yl)indazol-3-yl]-6-[(4-methoxyphenyl)methyl]-7-methyl-7H-pyrrolo[3,4-b]pyridin-5-one